FC(CC1=NN(C(=C1)CC1=CC(=NN1)C(F)F)C)F 5-{[3-(2,2-difluoroethyl)-1-methyl-1H-pyrazol-5-yl]Methyl}-3-(difluoromethyl)-1H-pyrazole